FC1=C(C=CC(=C1)F)C1=NC(=CN2C1=NC(=C(C2=O)F)C)C2CC(OC(C2)C=2C=NN(C2)C)C 9-(2,4-difluorophenyl)-3-fluoro-2-methyl-7-(2-methyl-6-(1-methyl-1H-pyrazol-4-yl)tetrahydro-2H-pyran-4-yl)-4H-pyrazino[1,2-a]pyrimidin-4-one